N,N-dimethyl-3-bromopropionamide CN(C(CCBr)=O)C